tert-butyl (E)-(2-((3-bromo-4-cyanophenoxy)methyl)-3-fluoroallyl)carbamate BrC=1C=C(OC\C(\CNC(OC(C)(C)C)=O)=C\F)C=CC1C#N